N[C@H](C(=O)O)CC1(CCC1)C (S)-2-amino-3-(1-methylcyclobutyl)propionic acid